CCC(CC)(C1=C(C=CC=C1Br)C1=CC=CC=C1)C1=C(C=CC=C1Br)C1=CC=CC=C1 [pentane-3,3-diyl]bis(3-bromo-1,1'-biphenyl)